N-[(2S,3R)-2-[(2,3'-difluoro[1,1'-biphenyl]-3-yl)methyl]-4,4-difluoro-1-(1-hydroxy-cyclobutane-1-carbonyl)pyrrolidin-3-yl]-methanesulfonamide FC1=C(C=CC=C1C[C@@H]1N(CC([C@@H]1NS(=O)(=O)C)(F)F)C(=O)C1(CCC1)O)C1=CC(=CC=C1)F